4-(2-(4-(2,3-Dichlorophenyl)piperazin-1-yl)-2-carbonylethyl)-2-fluorocyclohexane-1-one ClC1=C(C=CC=C1Cl)N1CCN(CC1)C(CC1CC(C(CC1)=O)F)=C=O